COC1=C(C=C2C=C(NC2=C1)C(=O)OC)OC(F)(F)F methyl 6-methoxy-5-(trifluoromethoxy)-1H-indole-2-carboxylate